2-((2-ethyl-7-methyl-5-(2,8-diazaspiro[4.5]decan-8-yl)pyrazolo[1,5-a]pyridin-3-yl)(methyl)amino)-4-(4-fluorophenyl)thiazole-5-carbonitrile C(C)C1=NN2C(C=C(C=C2C)N2CCC3(CCNC3)CC2)=C1N(C=1SC(=C(N1)C1=CC=C(C=C1)F)C#N)C